N-(4-methyl-3-(2'-morpholino-7'-oxo-5'H-spiro[cyclopropane-1,8'-pyrido[4,3-d]pyrimidine]-6'(7'H)-yl)phenyl)-3-(trifluoromethyl)benzamide CC1=C(C=C(C=C1)NC(C1=CC(=CC=C1)C(F)(F)F)=O)N1CC2=C(N=C(N=C2)N2CCOCC2)C2(C1=O)CC2